(R)-3-(4-amino-3-(4-phenoxyphenyl)-1H-pyrazolo[3,4-d]pyrimidin-1-yl)-N-(8-methylisoquinolin-1-yl)-N-((R)-piperidin-3-yl)piperidine-1-carboxamide NC1=C2C(=NC=N1)N(N=C2C2=CC=C(C=C2)OC2=CC=CC=C2)[C@H]2CN(CCC2)C(=O)N([C@H]2CNCCC2)C2=NC=CC1=CC=CC(=C21)C